2-[4-[7-(1-Cyclopropylpyrazol-4-yl)imidazo[1,2-a]pyridin-3-yl]-2,6-dimethoxy-phenyl]-5-ethyl-1,3,4-oxadiazole C1(CC1)N1N=CC(=C1)C1=CC=2N(C=C1)C(=CN2)C2=CC(=C(C(=C2)OC)C=2OC(=NN2)CC)OC